{2-[4-(2,3-dichlorophenyl)-piperazin-1-yl]-ethyl}-cyclohexylamine hydrochloride Cl.ClC1=C(C=CC=C1Cl)N1CCN(CC1)CCNC1CCCCC1